(S)-N-(chroman-4-yl)-2-(6-(difluoromethyl)pyridin-3-yl)benzo[d]thiazole-6-carboxamide O1CC[C@@H](C2=CC=CC=C12)NC(=O)C1=CC2=C(N=C(S2)C=2C=NC(=CC2)C(F)F)C=C1